tert-butyl 3-(7-bromo-8-fluoro-2-((1-methyl-2-oxabicyclo[2.1.1]hexan-4-yl) methoxy) quinazolin-4-yl)-3,8-diazabicyclo[3.2.1]octane-8-carboxylate BrC1=CC=C2C(=NC(=NC2=C1F)OCC12COC(C1)(C2)C)N2CC1CCC(C2)N1C(=O)OC(C)(C)C